ClC=1C=C(C=CC1C)N1C=NC2=C1C1=C(OC2=O)C=CC=C1 1-(3-chloro-4-methylphenyl)-[1]benzopyrano[3,4-d]imidazol-4(1H)-one